C(C1=CC=CC=C1)OC(=O)C1CC2(CC2)CC1 spiro[2.4]Heptane-5-carboxylic acid benzyl ester